C1(CC1)OC1=C(C=C(C=C1)[C@H]([C@@H](CN1CCCC1)NC(=O)[C@@H]1CN(CC1)C1=CC=C(C=C1)F)O)F (S)-N-((1R,2R)-1-(4-cyclopropoxy-3-fluorophenyl)-1-hydroxy-3-(pyrrolidin-1-yl)propan-2-yl)-1-(4-fluorophenyl)pyrrolidine-3-carboxamide